O1[C@H](COC2=NC=CC=C21)CN2N=C1C3=C(CCC1=C2)OC(=C3C)C(=O)NCCN3CCN(CC3)C 2-[(2S)-2,3-dihydro[1,4]dioxino[2,3-b]pyridin-2-ylmethyl]-8-methyl-N-[2-(4-methylpiperazin-1-yl)ethyl]-4,5-dihydro-2H-furo[2,3-g]indazole-7-carboxamide